6-methyl-3-(pent-4-en-1-yl)quinazolin-4(3H)-one CC=1C=C2C(N(C=NC2=CC1)CCCC=C)=O